Cl.OC1=C(C(=CC(=C1)C(F)(F)F)C)C1=CC=C(N=N1)N1C([C@H]2[C@@H](CC1)CNC2)=O |r| rac-(3aS,7aR)-5-[6-[2-hydroxy-6-methyl-4-(trifluoromethyl)phenyl]pyridazin-3-yl]-2,3,3a,6,7,7a-hexahydro-1H-pyrrolo[3,4-c]pyridin-4-one, hydrochloride